6-((6-chloro-2-cyclopropyl-7-fluoro-1-(1-methyl-1H-pyrazol-4-yl)-1H-indol-3-yl)thio)picolinic acid ClC1=CC=C2C(=C(N(C2=C1F)C=1C=NN(C1)C)C1CC1)SC1=CC=CC(=N1)C(=O)O